ClC=1C=C2C=C(NC2=CC1)CNC(N([C@H]1CN(CCC1)C(=O)N1CCCC1)C)=O (R)-3-((5-chloro-1H-indol-2-yl)methyl)-1-methyl-1-(1-(pyrrolidine-1-carbonyl)piperidin-3-yl)urea